tert-butyl (tert-butoxycarbonyl)(7-(5-(1-(1-(4-fluorophenyl)ethyl)-1H-pyrazol-4-yl)-6-methoxypyridin-3-yl)-[1,2,4]triazolo[1,5-a]pyridin-2-yl)carbamate C(C)(C)(C)OC(=O)N(C(OC(C)(C)C)=O)C1=NN2C(C=C(C=C2)C=2C=NC(=C(C2)C=2C=NN(C2)C(C)C2=CC=C(C=C2)F)OC)=N1